copper sodium salt [Na].[Cu]